7-(6-(3-(Dimethylamino)propoxy)pyridin-3-yl)-6-fluoro-9-(4-fluorophenyl)-2-methyl-9,10-Dihydro-8-oxa-2,4,10a-triazanaphtho[2,1,8-cde]azulene-1(2H)-one CN(CCCOC1=CC=C(C=N1)C1=C(C=C2N=CC=3N(C(N4CC(OC1=C2C34)C3=CC=C(C=C3)F)=O)C)F)C